O=C1NC(CC[C@H]1NC1=CC(=NC=C1)N1CCN(CC1)C(=O)OC(C)(C)C)=O |r| tert-Butyl (±)-4-(4-((2,6-dioxopiperidin-3-yl)amino)pyridin-2-yl)piperazine-1-carboxylate